C(CCCCCCCCCCCCCCC)C1=C(C(=O)[O-])C=C(C(=C1O)O)O Cetylgallat